(9aR,10S)-10-((R)-(2,3-difluorophenyl) (phenyl)methyl)-3,5-dioxo-3,5,8,9,9a,10-hexahydro-7H-pyrrolo[1',2':4,5]pyrazino[1,2-b]pyridazin-4-yl 2-(tetrahydro-2H-pyran-4-yl)acetate O1CCC(CC1)CC(=O)OC1=C2N(N=CC1=O)[C@H]([C@@H]1N(C2=O)CCC1)[C@H](C1=CC=CC=C1)C1=C(C(=CC=C1)F)F